N-(2-chloro-6-methylphenyl)-2-((6-(4-((3-(2,6-dioxopiperidin-3-yl)benzyl)(methyl)amino)piperidin-1-yl)-2-methylpyrimidin-4-yl)amino)thiazole-5-carboxamide ClC1=C(C(=CC=C1)C)NC(=O)C1=CN=C(S1)NC1=NC(=NC(=C1)N1CCC(CC1)N(C)CC1=CC(=CC=C1)C1C(NC(CC1)=O)=O)C